5-chloro-2-(4-chlorothiazol-5-yl)-4-[(3R)-3-methylmorpholin-4-yl]-1H-pyrimidin-6-one ClC1=C(N=C(NC1=O)C1=C(N=CS1)Cl)N1[C@@H](COCC1)C